BrC=1C(=CC=2N(C1)C=C(N2)C21COC(C2)(C1)C)OC1CC1 6-bromo-7-cyclopropoxy-2-(1-methyl-2-oxabicyclo[2.1.1]hexan-4-yl)imidazo[1,2-a]pyridine